FC(C1=C(C=CC=C1)C1CCN(CC1)C(=O)C1=NSC2=C1CN(CC2)C(C)=O)(F)F 1-(3-(4-(2-(trifluoromethyl)phenyl)piperidine-1-carbonyl)-6,7-dihydroisothiazolo[4,5-c]pyridin-5(4H)-yl)ethan-1-one